(E)-2-(4-trifluoromethoxystyryl)-4,4,5,5-tetramethyl-1,3,2-dioxaborolan FC(OC1=CC=C(/C=C/B2OC(C(O2)(C)C)(C)C)C=C1)(F)F